C1C(CC12CCNCC2)CNC=2C=CC=1N(N2)C(=CN1)C1=CC(=CC=C1)C(F)(F)F N-(7-azaspiro[3.5]nonan-2-ylmethyl)-3-[3-(trifluoromethyl)phenyl]imidazo[1,2-b]pyridazin-6-amine